FC(C=1C(=NC=CN1)CN)(F)F [3-(trifluoromethyl)pyrazin-2-yl]methylamine